CO[C@H]1[C@@H]2[C@H](OC1)[C@H](CO2)OCCC (3R,3aR,6S,6aR)-3-methoxy-6-propoxyhexahydrofurano[3,2-b]furan